pyrazolo[1,5-a]pyrazine-2-carboxamide N1=C(C=C2N1C=CN=C2)C(=O)N